OC=1C(=CC2=CC=CC=C2C1)C(=O)NN=CC1=C(C=C(C(=C1)O)O)O 3-Hydroxy-N'-[(2,4,5-trihydroxyphenyl)methylidene]naphthalene-2-carbohydrazide